CN1N=CC=2C(C1=O)=C(C(NC2)=O)C 2,8-dimethyl-2,6-dihydropyrido[3,4-d]pyridazine-1,7-dione